C(C)(C)(C)OC(NC(C(C1=CC=C(C=C1)C(F)(F)F)=O)C)=O tert-Butyl(1-oxo-1-(4-(trifluoromethyl)phenyl)propan-2-yl)carbamate